4-[2-(2,2-difluoroethoxy)phenyl]-2-[4-(1,1-difluoro-2-hydroxy-2-methylpropyl)phenyl]-2,3-dihydro-1H-pyrrolo[3,4-c]pyridin-1-one FC(COC1=C(C=CC=C1)C1=NC=CC2=C1CN(C2=O)C2=CC=C(C=C2)C(C(C)(C)O)(F)F)F